1-(4-fluorophenyl)-2-methylnaphthalene FC1=CC=C(C=C1)C1=C(C=CC2=CC=CC=C12)C